C1(=CC=CC=C1)C=1OC2=C(S(N1)(=O)=O)C=CC=C2 3-phenylbenzo[e][1,4,3]oxathiazin-1,1-dioxide